di-(tert-butyl)(3-ethylphenyl)phosphine C(C)(C)(C)P(C1=CC(=CC=C1)CC)C(C)(C)C